OC(CNC(OC(C)(C)C)=O)C1COCC1 rac-tert-Butyl {2-hydroxy-2-[oxolan-3-yl]ethyl}carbamate